C1(CCCCC1)CC1CCC(CC1)OC 1-(cyclohexylmethyl)-4-methoxy-cyclohexane